[4-(2,3-difluorophenoxy)phenyl]boronic acid FC1=C(OC2=CC=C(C=C2)B(O)O)C=CC=C1F